Cl.CN(C1CN(C1)C(CCC=1N(C=CN1)C)=O)C 1-(3-(dimethylamino)azetidin-1-yl)-3-(1-methyl-1H-imidazol-2-yl)-propan-1-one hydrochloride